8-Chloro-5-((2-(3-(5-fluoro-2-oxo-1,2-dihydropyridin-4-yl)propyl)-2-azaspiro[3.3]heptan-6-yl)oxy)-2-methylphthalazin-1(2H)-one ClC=1C=CC(=C2C=NN(C(C12)=O)C)OC1CC2(CN(C2)CCCC2=CC(NC=C2F)=O)C1